(1r,3r,5r)-2-azabicyclo[3.1.0]hexane-3-carboxylic acid ethyl ester hydrochloride Cl.C(C)OC(=O)[C@@H]1N[C@@H]2C[C@@H]2C1